COC(=O)C1=CN(C(C=C1O)=O)C1CCOCC1 4-hydroxy-6-oxo-1-tetrahydropyran-4-yl-pyridine-3-carboxylic acid methyl ester